C1(=CC=CC2=CC=CC=C12)CC(=O)O.C(C)(=O)OC1=CC=CC2=CC=CC=C12 alpha-naphthyl acetate (alpha-naphthyl acetate)